4-Chloro-6-(trifluoromethyl)-N-[1-(trifluoromethyl)cyclopropyl]nicotinamide ClC1=CC(=NC=C1C(=O)NC1(CC1)C(F)(F)F)C(F)(F)F